IC1=CC=C(C=C1)S(=O)(=O)NC(C)=O N-(4-iodobenzenesulfonyl)acetamide